N-(2-(2,6-dioxopiperidin-3-yl)-1,3-dioxoisoindolin-5-yl)-3-fluorobenzenesulfonamide O=C1NC(CCC1N1C(C2=CC=C(C=C2C1=O)NS(=O)(=O)C1=CC(=CC=C1)F)=O)=O